3-(2-(2-chloro-4-((5-cyclopropyl-3-(3,5-dichloropyridin-4-yl)isoxazol-4-yl)methoxy)phenyl)cyclopropyl)benzoic acid ClC1=C(C=CC(=C1)OCC=1C(=NOC1C1CC1)C1=C(C=NC=C1Cl)Cl)C1C(C1)C=1C=C(C(=O)O)C=CC1